FC1(CCN(CC1)C=1OC2=C(C=C(C=C2C(C1C)=O)F)[C@@H](C)NC1=C(C(=O)O)C=CC=C1)F (R)-2-((1-(2-(4,4-difluoropiperidin-1-yl)-6-fluoro-3-methyl-4-oxo-4H-chromen-8-yl)ethyl)amino)benzoic acid